6-(1-methyl-1H-pyrazol-4-yl)-N-(2-methyl-5-(3-(piperidin-1-yl)azetidine-1-carboxamido)pyridin-3-yl)pyrazolo[1,5-a]pyrazine-3-carboxamide CN1N=CC(=C1)C=1N=CC=2N(C1)N=CC2C(=O)NC=2C(=NC=C(C2)NC(=O)N2CC(C2)N2CCCCC2)C